6-((2R,4S)-2-benzyl-4-(trifluoromethyl)azepan-1-yl)-4-morpholinopyridin-2(1H)-one C(C1=CC=CC=C1)[C@@H]1N(CCC[C@@H](C1)C(F)(F)F)C1=CC(=CC(N1)=O)N1CCOCC1